ethyl 3-chloro-6-(4-chloro-3-methylphenyl)-4-oxo-4,5-dihydropyrazolo[1,5-a]pyrazine-2-carboxylate ClC=1C(=NN2C1C(NC(=C2)C2=CC(=C(C=C2)Cl)C)=O)C(=O)OCC